NC1=NC=NN2C1=C(C(=N2)C2=CC=C(C=C2)NC(C(=C)F)=O)C2=CC=C(C=C2)OC2CCC2 N-(4-(4-amino-5-(4-cyclobutoxyphenyl)pyrazolo[5,1-f][1,2,4]triazin-6-yl)phenyl)-2-fluoroacrylamide